(4R)-4-[(5-benzyloxy-2-methyl-furo[2,3-c]pyridine-3-carbonyl)amino]-3,3-difluoro-pyrrolidine-1-carboxylic acid tert-butyl ester C(C)(C)(C)OC(=O)N1CC([C@@H](C1)NC(=O)C1=C(OC2=CN=C(C=C21)OCC2=CC=CC=C2)C)(F)F